OCC(C)NS(=O)(=O)C1=CC(=CC=C1)C(=O)N1CC2(C3=CC(=CC=C13)NS(=O)(=O)C)CCCCC2 N-(1-hydroxypropan-2-yl)-3-(5'-(methylsulfonamido)spiro[cyclohexane-1,3'-indoline]-1'-carbonyl)benzenesulfonamide